C1(CC1)C1=CC=C(C(=N1)OC)CC1=C(C=CC(=C1)F)F 6-Cyclopropyl-3-(2,5-difluorobenzyl)-2-methoxypyridine